BrC1=C(C(=O)OC)C=CC(=C1)C(N(C)C1CCN(CC1)C(C[C@H]1C=2N(C3=C(C(=N1)C1=CC=C(C=C1)Cl)C(=C(S3)C)C)C(=NN2)C)=O)=O methyl (S)-2-bromo-4-((1-(2-(4-(4-chlorophenyl)-2,3,9-trimethyl-6H-thieno[3,2-f][1,2,4]triazolo[4,3-a][1,4]diazepin-6-yl)acetyl)piperidin-4-yl)(methyl)carbamoyl)benzoate